C#CCCC(CCCCC)[Si](C)(C)C (5E)-5-dec-1-ynyltrimethylsilane